C(C1=CC=CC=C1)(=O)OC[C@]1(CCCC2=CC(=CC=C12)Cl)C=O |r| racemic-(6-chloro-1-formyl-tetralin-1-yl)methyl benzoate